NC=1C=2N(C=CN1)C(=NC2C2=CC=C(C=C2)OC2=C(C(=CC=C2)OC)F)C2CCC(CC2)O 4-{8-amino-1-[4-(2-fluoro-3-methoxy-phenoxy)-phenyl]-imidazo[1,5-a]pyrazin-3-yl}-cyclohexanol